N-(1-methylpiperidin-4-yl)pyridine CN1CCC(CC1)N1CC=CC=C1